4-[[(2S,3r,4r,5s)-3-[3,4-difluoro-2-(tridecylmethoxy)phenyl]-4,5-dimethyl-5-(trifluoromethyl)tetrahydrofuran-2-carbonyl]amino]-1-oxo-pyridin-1-ium-2-carboxamide FC=1C(=C(C=CC1F)[C@@H]1[C@H](O[C@@]([C@@H]1C)(C(F)(F)F)C)C(=O)NC1=CC([N+](C=C1)=O)C(=O)N)OCCCCCCCCCCCCCC